molybdenum monofluoride [Mo]F